4-(4-(1-Cyanocyclopropyl)phenyl)-6-fluoro-N-((1R,3R)-3-hydroxycyclobutyl)quinoline-3-carboxamide C(#N)C1(CC1)C1=CC=C(C=C1)C1=C(C=NC2=CC=C(C=C12)F)C(=O)NC1CC(C1)O